(R)-N-((S)-1-(2,3-Dihydrobenzofuran-4-yl)ethyl)-2-methylpropane-2-sulfinamide O1CCC2=C1C=CC=C2[C@H](C)N[S@](=O)C(C)(C)C